C(C)C1=CC2=C(C3=CC=C(C=C3C(=C2C=C1)OC(=O)C1C(CCCC1)C(=O)O)CC)OC(=O)C1C(CCCC1)C(=O)O 2,6-diethyl-9,10-bis(2-carboxycyclohexyl)carbonyloxyanthracene